N-(tert-Butoxycarbonyl)-N-methyl-L-phenylalanine methyl ester COC([C@@H](N(C)C(=O)OC(C)(C)C)CC1=CC=CC=C1)=O